(3-bromophenyl)(cyclobutyl)(4-methyl-4H-1,2,4-triazol-3-yl)methanol BrC=1C=C(C=CC1)C(O)(C1=NN=CN1C)C1CCC1